1-ethyl-2,4-dihydroxybenzene C(C)C1=C(C=C(C=C1)O)O